FC1(CCN(CC1)C1=NC2=CC(=C(C=C2C(=N1)NC1S(CCC1)(=O)=O)OC)C#CCN1CCCC1)F 2-((2-(4,4-difluoropiperidin-1-yl)-6-methoxy-7-(3-(pyrrolidin-1-yl)prop-1-yn-1-yl)quinazolin-4-yl)amino)tetrahydrothiophene 1,1-dioxide